ClC=1C=C(C=C(C1)Cl)C1CN(CC1)C(=O)OC(C)(C)C tert-Butyl 3-(3,5-dichlorophenyl)pyrrolidine-1-carboxylate